4-amino-N-[1-[3-(phenylmethylsulfonyl)propyl]piperidin-4-ylmethyl]-5-chloro-2-methoxybenzamide NC1=CC(=C(C(=O)NCC2CCN(CC2)CCCS(=O)(=O)CC2=CC=CC=C2)C=C1Cl)OC